C1(=CC=CC=C1)S(=O)(=O)C[C@@H]1[C@H]2N([P@](O1)OCCCCCCOC(C1=CC=CC=C1)(C1=CC=C(C=C1)OC)C1=CC=C(C=C1)OC)CCC2 (1S,3S,3aS)-3-(benzenesulfonylmethyl)-1-[6-[bis(4-methoxyphenyl)-phenyl-methoxy]hexoxy]-3a,4,5,6-tetrahydro-3H-pyrrolo[1,2-c][1,3,2]oxazaphosphole